(R)-4-(5-bromo-1H-pyrrolo[2,3-b]pyridin-3-yl)-N-methyl-N-((tetrahydrofuran-3-yl)methyl)benzamide BrC=1C=C2C(=NC1)NC=C2C2=CC=C(C(=O)N(C[C@@H]1COCC1)C)C=C2